CC1=C(C(=O)[P](P(C2=CC=CC=C2)C2=CC=CC=C2)=O)C(=CC(=C1)C)C 2,4,6-trimethylbenzoyl-diphenylphosphinophosphorus oxide